FC1=C(C(=CC=C1)C)N1CCC(CC1)N1C(N(C=2C([C@@H]1C)=NNC2)CC2=C(C=CC=C2)C(F)(F)F)=O (S)-6-[1-(2-fluoro-6-methyl-phenyl)-piperidin-4-yl]-7-methyl-4-(2-trifluoromethyl-benzyl)-2,4,6,7-tetrahydro-pyrazolo[4,3-d]pyrimidin-5-one